C(C=C)(=O)OCCCCCCOC1=CC=C(C=C1)/C=C/C(=O)O (E)-3-(4-((6-(acryloyloxy)hexyl)oxy)phenyl)acrylic acid